8-aminonaphthalene-1,2,6-trisulfonic acid NC1=CC(=CC2=CC=C(C(=C12)S(=O)(=O)O)S(=O)(=O)O)S(=O)(=O)O